COC1=C(C(=CC=C1)OC)P(NC(N(C)C)=O)C1=C(C=CC=C1OC)OC 3-(bis(2,6-dimethoxyphenyl)phosphanyl)-1,1-dimethylurea